CO[C@H]1[C@@H](O[C@@H]([C@H]1O)CO)C1=CN(C(=O)NC1=O)C 2'-O-methyl-N-methylpseudouridine